C(C)OC1=CC=C(C=N1)C1=CN(C2=CC(=CC=C12)NC(C1=CC(=C(C=C1)C)NC1=NC=CC=C1)=O)C N-(3-(6-Ethoxypyridin-3-yl)-1-methyl-1H-indol-6-yl)-4-methyl-3-(pyridin-2-ylamino)benzamide